COC1=C(C=C2C(=C1)[C@H]3[C@@H](CO2)OC4=C([C@@H]3O)C=CC5=C4C[C@@H](O5)C(=C)CO[C@H]6[C@@H]([C@H]([C@@H]([C@H](O6)CO)O)O)O)OC The molecule is an organic heteropentacyclic compound that is the 8'-O-beta-D-glucoside of dalcochinin. It has a role as a plant metabolite. It is a beta-D-glucoside, an organic heteropentacyclic compound, an aromatic ether, a secondary alcohol, an oxacycle and an olefinic compound.